methyl (E)-2-[2-(3-methylpyridin-2-yloxy-methyl)phenyl]-3-methoxyacrylate CC=1C(=NC=CC1)OCC1=C(C=CC=C1)/C(/C(=O)OC)=C\OC